ClC=1C=CC(=C2CNC(C(N(C(CNC(CNCC=3C=CC=NC3SC12)=O)=O)C)CC1=C(NC2=CC=CC=C12)C)=O)C1=CC=NC=C1 25-chloro-16-methyl-17-(2-methyl-1H-indol-3-ylmethyl)-22-pyridin-4-yl-2-thia-4,10,13,16,19-pentaaza-tricyclo[19.4.0.0*3,8*]pentacosa-1(25),3(8),4,6,21,23-hexaene-12,15,18-trione